tert-butyl (R)-2-(chlorobenzylamino)-2-methylhexanoate ClN([C@@](C(=O)OC(C)(C)C)(CCCC)C)CC1=CC=CC=C1